ClCC(=O)NC1CC(C1)(C)O Chloro-N-((1s,3s)-3-hydroxy-3-methylcyclobutyl)acetamide